NCC1=NC=CC(=C1)C1=CC(=CC=2C=C(OC21)COC2=C(C=CC=C2)CC(=O)OCC)COC2=C(C=CC=C2)CC(=O)OCC diethyl 2,2'-((((7-(2-(aminomethyl)pyridin-4-yl)benzofuran-2,5-diyl)bis(methylene))bis(oxy))bis(2,1-phenylene))diacetate